N1(CCC1)C1=CC(=NC=C1)C=1C=CC=2N(C1)C=C(N2)CN2C(C1=CN=CC(=C1C=C2)C2=CC=CC=C2)=O 2-({6-[4-(azetidin-1-yl)pyridin-2-yl]imidazo[1,2-a]pyridin-2-yl}methyl)-5-phenyl-1,2-dihydro-2,7-naphthyridin-1-one